FC=1C=2N(C=C(C1)NC(=O)C=1N=CC(=NC1)N1C[C@@H](CC1)C1(CC1)NC(OC(C)(C)C)=O)C=C(N2)C tert-Butyl (R)-(1-(1-(5-((8-fluoro-2-methylimidazo[1,2-a]pyridin-6-yl)carbamoyl)pyrazin-2-yl)pyrrolidin-3-yl)cyclopropyl)carbamate